BrCC1=C(C(=O)N(C)C)C=CC=C1F (bromomethyl)-3-fluoro-N,N-dimethylbenzamide